C1CCC2=C(C=3CCCC3C=C12)NC(=O)N=S(=O)(N)C=1C=NN2C1OC(C2)(CNC)C N'-((1,2,3,5,6,7-hexahydro-s-indacen-4-yl)carbamoyl)-2-methyl-2-((methylamino)methyl)-2,3-dihydropyrazolo[5,1-b]oxazole-7-sulfonimidamide